γ-(4-iodo-benzyl)-proline IC1=CC=C(CC2C[C@H](NC2)C(=O)O)C=C1